1-nonyl-3-ethylpyridinium cyanide salt [C-]#N.C(CCCCCCCC)[N+]1=CC(=CC=C1)CC